3-acetylmethyl-1,2-dimethyl-1,4-dihydropyrimidinium C(C)(=O)CN1C([NH+](C=CC1)C)C